CC1CC(OC2=CC(=CC=C12)OC1=NC=CC=N1)=O 4-methyl-7-pyrimidin-2-yloxychroman-2-one